rac-2-((2R,5S)-2-isopropyl-5-methylpiperidin-1-yl)-2-oxoacetamide 2,2,2-Trifluoroethyl-2-oxo-2-[rac-(2S,5R)-2-isopropyl-5-methyl-1-piperidyl]acetate FC(COC(C(N1[C@@H](CC[C@H](C1)C)C(C)C)=O)=O)(F)F.C(C)(C)[C@@H]1N(C[C@H](CC1)C)C(C(=O)N)=O |r|